(R)-1-(2-fluoro-4-(6-(2-(pyridin-2-yl)acetamido)pyridazin-3-yl)butyl)-N-methyl-1H-1,2,3-triazole-4-carboxamide F[C@@H](CN1N=NC(=C1)C(=O)NC)CCC=1N=NC(=CC1)NC(CC1=NC=CC=C1)=O